FC=1C=C(C=C(C1N1CCC(CC1)C1=C(C=C(C=C1)B1OC(C(O1)(C)C)(C)C)F)F)C1C(NC(CC1)=O)=O 3-(3,5-Difluoro-4-(4-(2-fluoro-4-(4,4,5,5-tetramethyl-1,3,2-dioxaborolan-2-yl)phenyl)piperidin-1-yl)phenyl)piperidine-2,6-dione